1-(2-naphthalenyl)-eth-anone C1=C(C=CC2=CC=CC=C12)C(C)=O